CC(CO)CO 2-Methyl-1,3-propan-diol